FC1(C[C@@H](N(C1)C(=O)OC(C)(C)C)C(N[C@@H]1CN(CC[C@H]1C1=CC(=CC=C1)F)C(=O)C=1C=2N(C=CC1)C=NC2)=O)F (R)-tert-butyl 4,4-difluoro-2-(((3S,4S)-4-(3-fluorophenyl)-1-(imidazo[1,5-a]pyridine-8-carbonyl)piperidin-3-yl)carbamoyl)pyrrolidine-1-carboxylate